CC(CC(CCO)O)O 1-methyl-pentane-1,3,5-triol